β-piperidino-γ-butyrolactone N1(CCCCC1)C1CC(=O)OC1